FC1=C(C(=CC(=C1)F)OCCOC)CC=1SC=CC1C(=O)N(CC)CC 2-[[2,4-difluoro-6-(2-methoxyethoxy)phenyl]methyl]-N,N-diethyl-thiophene-3-carboxamide